CC=1N=C(SC1)C1=C(C(C2=CC(=CC=C12)OCCCC1=CC=NC=C1)=O)C=1C=NC=CC1 3-(4-methylthiazol-yl)-2-(pyridin-3-yl)-6-(3-(pyridin-4-yl)propoxy)-1H-inden-1-one